N(=O)N1C2=CC=CC=C2C=2C=C(C=CC12)C(C)(C)C 9-nitroso-3-tert-butylcarbazol